[B]=O.[Si].[Pb] lead-silicon-boron oxide